C=1N=CN2C1C1=CC=CC=C1C2C2OCC2O (5H-imidazo[5,1-a]isoindol-5-yl)oxetan-3-ol